4-[2-(5-Fluoro-2-pyridyl)-2-pyrrolidin-1-yl-ethoxy]-6-[5-methyl-1-[1-(oxetan-3-yl)-4-piperidyl]triazol-4-yl]pyrazolo[1,5-a]pyridine-3-carbonitrile FC=1C=CC(=NC1)C(COC=1C=2N(C=C(C1)C=1N=NN(C1C)C1CCN(CC1)C1COC1)N=CC2C#N)N2CCCC2